6-(3,3-difluoropyrrolidin-1-yl)pyridine-3-carboxylic acid FC1(CN(CC1)C1=CC=C(C=N1)C(=O)O)F